C(C)C1=C(C=NN1C)C=1C=C(C(=O)OC)C=C(C1)F methyl 3-(5-ethyl-1-methyl-pyrazol-4-yl)-5-fluoro-benzoate